(6'R,7a'S)-7a'-(((tert-butyldiphenylsilyl)oxy)methyl)-6'-fluorohexahydrospiro[cyclopropane-1,3'-pyrrolizine] [Si](C1=CC=CC=C1)(C1=CC=CC=C1)(C(C)(C)C)OC[C@@]12C[C@H](CN2C2(CC1)CC2)F